NC1=C2N=CN(C2=NC(=N1)F)[C@]1([C@@](OCC1)(C#C)CO[P@](=O)(OC1=CC=CC=C1)N[C@H](C(=O)OCCCCCCCCCCCCCCCCCCC)CC1=CC(=CC(=C1)F)F)O nonadecyl (S)-2-(((S)-(((2R,3S,5R)-(6-amino-2-fluoro-9H-purin-9-yl)-2-ethynyl-3-hydroxytetrahydrofuranyl)methoxy)(phenoxy)phosphoryl)amino)-3-(3,5-difluorophenyl)propanoate